5-[(1R)-1-(3,5-dichloro-4-pyridyl)ethoxy]-3-[6-(8-methylsulfonyl-2,8-diazaspiro[3.5]nonan-2-yl)-3-pyridyl]-1H-indazole ClC=1C=NC=C(C1[C@@H](C)OC=1C=C2C(=NNC2=CC1)C=1C=NC(=CC1)N1CC2(C1)CCCN(C2)S(=O)(=O)C)Cl